COC1=C(C=CC(=C1)[N+](=O)[O-])NC(C1=CC=C(C=C1)Cl)=O N-(2-methoxy-4-nitrophenyl)-4-chlorobenzamide